C(C)N(CCNC(=O)C1=NC2=CC=C(C=C2C=C1)NC(ON1C(CCC1=O)=O)=O)CC 2,5-dioxopyrrolidin-1-yl (2-((2-(diethylamino)ethyl)carbamoyl) quinolin-6-yl)carbamate